3-(2-Bromo-3-fluorophenoxy)-1,1'-biphenyl BrC1=C(OC=2C=C(C=CC2)C2=CC=CC=C2)C=CC=C1F